CC1N(C2=CC=CC=C2C1C(=O)OC)C(=O)[O-] (3-methyl) methylindoline-1,3-dicarboxylate